(2,2,2-trifluoroethyl)pyridine-4-carboxylic acid FC(CC1=NC=CC(=C1)C(=O)O)(F)F